Tert-butyl 3-(5-(benzyloxy)-6-methoxy-3-methylbenzo[b]thiophene-2-carboxamido)propanoate C(C1=CC=CC=C1)OC1=CC2=C(SC(=C2C)C(=O)NCCC(=O)OC(C)(C)C)C=C1OC